2-methyldihydro-(2H)-furan-3-one CC1OCCC1=O